F[C@@H]1[C@@H]2C[C@H]([C@H](C[C@H]1C(=C)C=1N=NC(=CN1)C1=C(C=C(C=C1)N1C=NC=C1)O)N2)OC 2-(3-(1-((1S,2S,3S,5S,6R)-2-fluoro-6-methoxy-8-azabicyclo[3.2.1]octan-3-yl)vinyl)-1,2,4-triazin-6-yl)-5-(1H-imidazol-1-yl)phenol